CNC(=O)C1CCC(CC1)C(=O)NC N1,N4-dimethylcyclohexane-1,4-dicarboxamide